FC=1C=C(C=CC1F)C#N 3,4-difluorocyanobenzene